O=C([C@H](CC1=CC=CC=C1)NC(OC(C(F)(F)C1=CC(=CC=C1)Cl)C1=CC=CC=C1)=O)N[C@H](C=O)C[C@H]1C(NCC1)=O 2-(3-chlorophenyl)-2,2-difluoro-1-phenylethyl ((S)-1-oxo-1-(((S)-1-oxo-3-((S)-2-oxopyrrolidin-3-yl)propan-2-yl)amino)-3-phenylpropan-2-yl)carbamate